C1N(CCC2=CC=CC=C12)[C@H]1[C@@H](CN(CC1)C(=O)C1=CC(=CC(=N1)C=C)NC1CCN(CC1)C(C)=O)O 1-(4-((6-((3r,4r)-4-(3,4-dihydroisoquinolin-2(1H)-yl)-3-hydroxypiperidin-1-carbonyl)-2-vinylpyridin-4-yl)amino)piperidin-1-yl)ethan-1-one